(2E,4E,6E,8E)-3,7-Dimethyl-9-(2,6,6-trimethylcyclohex-1-en-1-yl)nona-2,4,6,8-tetraenal C\C(=C/C=O)\C=C\C=C(\C=C\C1=C(CCCC1(C)C)C)/C